3-(2-chloro-5-methyl-4-pyrimidinyl)-7-nitro-1-{[2-(trimethylsilyl)ethoxy]methyl}-1H-indole ClC1=NC=C(C(=N1)C1=CN(C2=C(C=CC=C12)[N+](=O)[O-])COCC[Si](C)(C)C)C